CN1N(C(=CC1=O)C(=O)OC)C methyl 1,2-dimethyl-5-oxopyrazole-3-carboxylate